2,2,9,9-tetramethyl-1,10-decanediol CC(CO)(CCCCCCC(CO)(C)C)C